4-fluoro-1-(tetrahydro-2H-pyran-2-yl)-1H-pyrazole FC=1C=NN(C1)C1OCCCC1